4-cyano-2-methylbenzoic acid C(#N)C1=CC(=C(C(=O)O)C=C1)C